CC(C)(C(=O)OCCN(CCOC(=O)C(C)(C)Br)CCOC(=O)C(C)(C)Br)Br 2,2',2''-Nitrilotri(ethanol 2-methyl-2-bromopropanoate)